3-(trifluoromethyl)-5,6-dihydro-[1,2,4]triazolo[4,3-a]pyrazin FC(C1=NN=C2N1CCN=C2)(F)F